ClC1=CC=C(C=C1)CC(=O)N1[C@H](C[C@H](C1)OC)C(=O)NC1=C(C=CC(=C1)C(CCC1CC1)(C1=CC=NC=C1)N[S@](=O)C(C)(C)C)F (2R,4R)-1-(2-(4-chlorophenyl)acetyl)-N-(5-(3-cyclopropyl-1-((R)-1,1-dimethylethylsulfinamido)-1-(pyridin-4-yl)propyl)-2-fluorophenyl)-4-methoxypyrrolidine-2-carboxamide